C(C)(C)(C)OC(=O)N[C@H]1[C@@H](CC[C@@H](C1)C(N(C)C)=O)S(=O)(=O)OC methyl (1R,2R,4S)-2-((tert-butoxycarbonyl)amino)-4-(dimethylcarbamoyl)cyclohexane-1-sulfonate